methyl (3R,6S)-6-benzyl-8-isobutyl-3-isopropyl-4,7-dioxohexahydropyrazino[2,1-c][1,2,4]oxadiazine-1(6H)-carboxylate C(C1=CC=CC=C1)[C@H]1C(N(CC2N(O[C@@H](C(N21)=O)C(C)C)C(=O)OC)CC(C)C)=O